C(C)(C)(C)OC(=O)N1CCC(CC1)C(C(=O)O)=O 2-(1-(t-butoxycarbonyl)piperidin-4-yl)-2-oxoacetic acid